(E)-1-(3-(4-(1H-pyrazol-4-yl)-1-(4-(trifluoromethoxy)phenyl)-1H-pyrazolo[3,4-b]pyridin-3-yl)azetidin-1-yl)-4-hydroxybut-2-en-1-one N1N=CC(=C1)C1=C2C(=NC=C1)N(N=C2C2CN(C2)C(\C=C\CO)=O)C2=CC=C(C=C2)OC(F)(F)F